C(C)(C)(C)OC(=O)NCC(CC(=O)O)(C)C 4-((tert-butoxycarbonyl)amino)-3,3-dimethylbutanoic acid